4-(4-(5-(((1R,4R,5R,6R)-6-fluoro-2-azabicyclo[2.2.2]octan-5-yl)(methyl)amino)-1,3,4-thiadiazol-2-yl)-3-hydroxyphenyl)-1-methyl-1,3,5-triazin-2(1H)-one F[C@H]1[C@@H]([C@H]2CN[C@@H]1CC2)N(C2=NN=C(S2)C2=C(C=C(C=C2)C2=NC(N(C=N2)C)=O)O)C